OC1CC(NC(C1)(C)C)(C)C 4-Hydroxy-2,2,6,6-tetra-methylpiperidine